C(C)(=O)C1=C(C2=C(N=C(N=C2)NC2=NC=C(C=C2)N2CCNCC2)N(C1=O)C1CCCC1)C 6-acetyl-8-cyclopentyl-5-methyl-2-{[5-(piperazin-1-yl)pyridin-2-yl]Amino}pyrido[2,3-d]Pyrimidin-7(8H)-one